CN1N=NC(=C1)C=1C=NC(=CC1)C 1-methyl-4-(6-methylpyridin-3-yl)-1H-1,2,3-triazol